2-(5-bromo-2-methoxyphenyl)acetaldehyde BrC=1C=CC(=C(C1)CC=O)OC